1-(4-chlorobenzyl)-2,2-diphenylaziridine ClC1=CC=C(CN2C(C2)(C2=CC=CC=C2)C2=CC=CC=C2)C=C1